NC1=C(C=C2C(=N1)C(C=1C(=CC=CC1O2)Cl)=O)SC2=CC=C(C=C2)N2CCN(CC2)C(=O)OC(C)(C)C tert-butyl 4-(4-((2-amino-9-chloro-10-oxo-10H-chromeno[3,2-b]pyridin-3-yl)thio)phenyl)piperazine-1-carboxylate